C(C)(C)(C)OC(NCC1=CC(=C(C=C1)C)C(NC(C)C1=CC(=CC2=CC=CC=C12)C=1C=NN(C1)C)=O)=O tert-butyl(4-methyl-3-((1-(3-(1-methyl-1H-pyrazol-4-yl)naphthalen-1-yl)ethyl)carbamoyl)benzyl)carbamate